C[C@H](CCCC)O |r| (RS)-(+)-2-hexanol